S-(difluoromethyl)-4-iodobenzothioate FC(S=C(C1=CC=C(C=C1)I)[O-])F